4-(hydroxymethyl)-2-methyl-N-(1-(2-(1-methyl-1H-pyrazol-4-yl)quinolin-4-yl)cyclopropyl)benzamide OCC1=CC(=C(C(=O)NC2(CC2)C2=CC(=NC3=CC=CC=C23)C=2C=NN(C2)C)C=C1)C